C[C@H]1[C@H]([C@H]([C@@H]([C@@H](O1)O[C@@H]2[C@H]([C@H]([C@H](O[C@H]2O[C@@H]3[C@H]([C@H](O[C@@H]([C@@H]3O)CO)O[C@H]4[C@H]([C@H](O[C@H]([C@@H]4O[C@H]5[C@H]([C@@H]([C@@H]([C@@H](O5)C)O)O)O)O[C@@H]6[C@H](O[C@H]([C@@H]([C@H]6O)O)O)CO)CO)O)NC(=O)C)CO)O)O)O)O)O The molecule is a branched amino hexasaccharide in which an alpha-L-fucosyl-(1->2)-beta-D-galactosyl-(1->3)-N-acetyl-alpha-D-galactosaminyl-(1->3)-beta-D-galactosyl-(1->4)-beta-D-glucose linear pentasaccharide carries at the galactose residue proximal to the reducing end a second alpha-L-fucosyl residue via a (1->2) linkage. It is an amino hexasaccharide and a N-[(2S,3R,4R,5S,6R)-4-[(2R,3R,4S,5R,6R)-4,5-Dihydroxy-6-(hydroxymethyl)-3-[(2S,3S,4R,5S,6S)-3,4,5-trihydroxy-6-methyloxan-2-yl]oxyoxan-2-yl]oxy-5-hydroxy-2-[(2R,3S,4S,5R,6S)-3-hydroxy-2-(hydroxymethyl)-6-[(2R,3S,4R,5R)-4,5,6-trihydroxy-2-(hydroxymethyl)oxan-3-yl]oxy-5-[(2S,3S,4R,5S,6S)-3,4,5-trihydroxy-6-methyloxan-2-yl]oxyoxan-4-yl]oxy-6-(hydroxymethyl)oxan-3-yl]acetamide.